tert-butyl 2,2-dimethyl-4-(1-((2-methyl-[1,2,4]triazolo[1,5-a]pyrimidin-6-yl)carbamoyl)-2,3-dihydro-1H-pyrrolo[2,3-b]pyridin-4-yl)piperazine-1-carboxylate CC1(N(CCN(C1)C1=C2C(=NC=C1)N(CC2)C(NC=2C=NC=1N(C2)N=C(N1)C)=O)C(=O)OC(C)(C)C)C